COC=1C=C(OC2=CC=C(C=C2)N2N=C3C(NCC[C@H]3N3CCN(CC3)S(=O)(=O)C3=C(C=CC=C3)[N+](=O)[O-])=C2C(=O)N)C=CC1 (7R)-2-[4-(3-methoxyphenoxy)phenyl]-7-[4-(2-nitrobenzene-1-sulfonyl)piperazin-1-yl]-4,5,6,7-tetrahydro-2H-pyrazolo[4,3-b]pyridine-3-carboxamide